C(#C)C1=NN(C(=C1)C)C ethynyl-1,5-dimethyl-pyrazole